C[Si](CCOCN1N=CC(=C1)N)(C)C 1-{[2-(trimethylsilyl)ethoxy]methyl}1H-pyrazol-4-amine